methyl 3-acetamido-4-bromo-2-nitrobenzoate C(C)(=O)NC=1C(=C(C(=O)OC)C=CC1Br)[N+](=O)[O-]